NNN Triazane